3-[3-[3-[1-(2,4-dichlorophenyl)cyclopropyl]-1,2,4-oxadiazol-5-yl]-5-(difluoromethyl)pyrazol-1-yl]propanoic acid ClC1=C(C=CC(=C1)Cl)C1(CC1)C1=NOC(=N1)C1=NN(C(=C1)C(F)F)CCC(=O)O